CN1CCN(CC1)CCCNC1=NC2=C(C=3C=CN=CC13)NC(=C2)C(=O)O 5-((3-(4-methylpiperazin-1-yl)propyl)amino)-1H-pyrrolo[3,2-c][2,7]naphthyridine-2-carboxylic acid